C12C3C=CC(C3C(C=C1)C2)OC(C(=C)C)=O 2-methylprop-2-enoic acid tricyclo[5.2.1.02,6]dec-3,8-dien-5-yl ester